2,3-bis(stearoyloxy)propyl (2-(1-methylpiperidin-1-ium-1-yl)ethyl) phosphate P(=O)(OCC(COC(CCCCCCCCCCCCCCCCC)=O)OC(CCCCCCCCCCCCCCCCC)=O)(OCC[N+]1(CCCCC1)C)[O-]